FC1=C(C=C(C=C1)N(C(=O)C1N(NC(C1)=O)C1=NC(=CC(=N1)C)C(F)(F)F)C([2H])([2H])[2H])C N-(4-fluoro-3-methylphenyl)-N-(methyl-d3)-2-(4-methyl-6-(trifluoromethyl)pyrimidin-2-yl)-5-oxopyrazolidine-3-carboxamide